N-(3-(((2-amino-5-chloropyridin-3-yl)oxy)methyl)-4-fluorophenyl)-3-methoxybenzamide NC1=NC=C(C=C1OCC=1C=C(C=CC1F)NC(C1=CC(=CC=C1)OC)=O)Cl